methyl-4-methylpiperazine-1-carboxamide CC1N(CCN(C1)C)C(=O)N